tert-butyl 4-cyano-4-(2-fluoro-3-(trifluoromethyl)benzyl)piperidine-1-carboxylate C(#N)C1(CCN(CC1)C(=O)OC(C)(C)C)CC1=C(C(=CC=C1)C(F)(F)F)F